5-((3-(1,2,3,6-tetrahydropyridin-4-yl)pyrazin-2-yl)oxy)-2-(trifluoromethyl)pyrimidine N1CCC(=CC1)C=1C(=NC=CN1)OC=1C=NC(=NC1)C(F)(F)F